rac-5-[4-Amino-2-(N-(2-amino-1-methyl-2-oxoethyl)-4-fluoroanilino)thiazol-5-carbonyl]isoxazol NC=1N=C(SC1C(=O)C1=CC=NO1)N(C1=CC=C(C=C1)F)[C@@H](C(=O)N)C |r|